4-(1,4-dioxan-2-ylmethyl)benzaldehyde O1C(COCC1)CC1=CC=C(C=O)C=C1